BrC1=C(N=C(S1)N)C(F)(F)F 5-bromo-4-(trifluoromethyl)thiazole-2-amine